C(C1=CC=CC=C1)OC=1C=C(C=CC1OC)C1=C(C=C(S1)C(=O)N1CCC(CC1)NCC1=CC=C(C=C1)/C=C/C(=O)OC)C1=CC(=C(C=C1)C#N)F Methyl (E)-3-(4-(((1-(5-(3-(benzyloxy)-4-methoxyphenyl)-4-(4-cyano-3-fluorophenyl)thiophene-2-carbonyl)piperidin-4-yl) amino)methyl)phenyl)acrylate